C(C)(C)(C)P(C1=C(C(=C(C(=C1C)C)C)C)C1=C(C=C(C=C1C(C)C)C(C)C)C(C)C)C(C)(C)C 2-di-tert-butylphosphino-3,4,5,6-tetramethyl-2',4',6'-triisopropyl-1,1'-biphenyl